C(#N)CC(=O)O.N1C=NC=C1 imidazole cyanoacetate